2-Chloro-N-[8-cyclopropyl-6-[7-fluoro-2-(oxan-2-yl)indazole-4-carbonyl]quinolin-5-yl]acetamide ClCC(=O)NC1=C2C=CC=NC2=C(C=C1C(=O)C=1C2=CN(N=C2C(=CC1)F)C1OCCCC1)C1CC1